diethyl (ethoxymethylene)malonate C(C)OC=C(C(=O)OCC)C(=O)OCC